C1OCCC2=C(C=CC=C12)N1CCCCC1 1-(isochroman-5-yl)piperidin